N-(4-amino-2-methyl-phenyl)acetamide NC1=CC(=C(C=C1)NC(C)=O)C